3-((9-(Pyridin-2-yl)-6-oxaspiro[4.5]decan-9-yl)oxy)propyl 4-methylbenzenesulfonate CC1=CC=C(C=C1)S(=O)(=O)OCCCOC1(CCOC2(CCCC2)C1)C1=NC=CC=C1